2-(4-((1-benzyl-5-methyl-6-oxo-1,6-dihydropyridin-3-yl)oxy)-3,5-dichlorophenyl)-3,5-dioxo-2,3,4,5-tetrahydro-1,2,4-triazine-6-carbonitrile C(C1=CC=CC=C1)N1C=C(C=C(C1=O)C)OC1=C(C=C(C=C1Cl)N1N=C(C(NC1=O)=O)C#N)Cl